4-(4-(benzyloxy)-1-(pyridin-4-yl)-1H-pyrazolo[3,4-d]pyrimidin-6-yl)morpholine C(C1=CC=CC=C1)OC1=C2C(=NC(=N1)N1CCOCC1)N(N=C2)C2=CC=NC=C2